2,2-dimethyl-octanoic acid tert-butyl ester C(C)(C)(C)OC(C(CCCCCC)(C)C)=O